OC(C=1C(=NC=CC1C)C1=C2C(=NC=C1)C=C(S2)CN2C(C1C(C1C2=O)(C)C)=O)[C@@H]2CNCCO2 3-((7-(3-(hydroxy((S)-morpholin-2-yl)methyl)-4-methylpyridin-2-yl)thieno[3,2-b]pyridin-2-yl)methyl)-6,6-dimethyl-3-azabicyclo[3.1.0]hexane-2,4-dione